(2S)-1-[(2S)-2-[[(2S,3S)-2-(9H-fluoren-9-ylmethoxycarbonylamino)-3-methylpentanoyl]amino]-3-phenylpropanoyl]pyrrolidine-2-carboxylic acid C1=CC=CC=2C3=CC=CC=C3C(C12)COC(=O)N[C@H](C(=O)N[C@H](C(=O)N1[C@@H](CCC1)C(=O)O)CC1=CC=CC=C1)[C@H](CC)C